ClC=1C=CC(=C(C1)C1=C(N=CN1)C=1N=C2C=C(C=NC2=CC1)NC1=NC=C(C=C1)N1CCNCC1)F 6-[5-(5-chloro-2-fluoro-phenyl)-1H-imidazol-4-yl]-N-(5-piperazin-1-yl-2-pyridyl)-1,5-naphthyridin-3-amine